3-(4-fluorobenzyl)piperidin-2-one FC1=CC=C(CC2C(NCCC2)=O)C=C1